(3-((5-methyl-7-(methylsulfanyl)-4-oxo-4,5-dihydro-3H-pyridazino[4,5-b]indol-3-yl)methyl)phenyl)carbamic acid tert-butyl ester C(C)(C)(C)OC(NC1=CC(=CC=C1)CN1N=CC2=C(N(C=3C=C(C=CC23)SC)C)C1=O)=O